Cl.Cl.N[C@@H]1CN(C[C@@H](C1)C)C1=C(C=NC=C1Cl)NC(=O)C=1C(=C(C(=CC1)F)C1=C(C=CC=C1F)F)F N-(4-((3S,5R)-3-amino-5-methylpiperidin-1-yl)-5-chloropyridin-3-yl)-2,2',6,6'-Tetrafluoro-[1,1'-biphenyl]-3-carboxamide dihydrochloride